C(C)C1(CS(C2=C(N(C1)C1=CC=CC=C1)C=C(C(=C2)OC[C@](C(=O)OC)(C)F)SC)(=O)=O)CC methyl (S)-3-((3,3-diethyl-7-(methylthio)-1,1-dioxido-5-phenyl-2,3,4,5-tetrahydro-1,5-benzothiazepin-8-yl)oxy)-2-fluoro-2-methylpropanoate